C(C(=C)C)(=O)NCCOC(NCC1=CC=C(C=C1)CN1C(=NC=2C(=NC=3C=CC=CC3C21)N)C2=NC=CC=C2)=O 4-((4-amino-2-(pyridin-2-yl)-1H-imidazo[4,5-c]Quinolin-1-yl)methyl)benzylcarbamic acid 2-methacrylamidoethyl ester